1-(2-(4-cyclobutyl-1H-1,2,3-triazol-1-yl)-3-methylbutanoyl)-4-hydroxy-N-methylpyrrolidine-2-carboxamide C1(CCC1)C=1N=NN(C1)C(C(=O)N1C(CC(C1)O)C(=O)NC)C(C)C